Methyl 2-methylimidazo[1,2-a]pyridine-7-carboxylate CC=1N=C2N(C=CC(=C2)C(=O)OC)C1